6-(3,7-dimethyloct-1,6-dienyl)naphthalene-2-ol CC(C=CC=1C=C2C=CC(=CC2=CC1)O)CCC=C(C)C